3-isopropyl-5-(4,4,5,5-tetramethyl-1,3,2-dioxaborolan-2-yl)pyrazolo[1,5-a]Pyridine C(C)(C)C=1C=NN2C1C=C(C=C2)B2OC(C(O2)(C)C)(C)C